FC1=C(C=CC(=C1)F)S(=O)(=O)NC=1C(=NC=C(C1)C=1C=C2C(=NC=NC2=CC1)N1CC2CN(CC2C1)C(\C=C\C(C)=O)=O)OC (E)-2,4-difluoro-N-(2-methoxy-5-(4-(5-(4-oxopent-2-enoyl)hexahydro-pyrrolo[3,4-c]pyrrol-2(1H)-yl)quinazolin-6-yl)pyridin-3-yl)benzene-sulfonamide